6-(2,6-difluoro-4-(1-(methyl-d3)-1H-indazol-4-yl)benzyl)-6,7-dihydro-5H-pyrrolo[3,4-b]pyridin-5-one-7,7-d2 FC1=C(CN2C(C3=NC=CC=C3C2=O)([2H])[2H])C(=CC(=C1)C1=C2C=NN(C2=CC=C1)C([2H])([2H])[2H])F